2-[6-(4-acetylpiperazin-1-yl)-4-oxoquinazolin-3-yl]-N-[[4-(pentafluoro-λ6-sulfanyl)phenyl]methyl]acetamide C(C)(=O)N1CCN(CC1)C=1C=C2C(N(C=NC2=CC1)CC(=O)NCC1=CC=C(C=C1)S(F)(F)(F)(F)F)=O